(5-fluoro-2-methyl-3-(trifluoromethyl)phenyl)ethan-1-one FC=1C=C(C(=C(C1)C(C)=O)C)C(F)(F)F